((2R,3S,4R,5R)-5-(4-aminopyrrolo[2,1-f][1,2,4]triazin-7-yl)-5-cyano-3,4-dihydroxytetrahydrofuran-2-yl) methyl ((S)-1-(octadecyloxy)-3-phenoxypropan-2-yl) phosphate P(=O)(O[C@H]1O[C@@]([C@@H]([C@@H]1O)O)(C#N)C1=CC=C2C(=NC=NN21)N)(OC)O[C@@H](COCCCCCCCCCCCCCCCCCC)COC2=CC=CC=C2